N1=C(C=CC=C1)C12C(C3CC(CC(C1)C3)C2)C(=O)N pyridin-2-yl-adamantan-2-carboxamide